FC(C)(F)C=1C=C(C=NC1)NC(=O)C1=CSC=2CN(CCC21)C(=O)C=2C=NN1C2C=NC=C1 N-(5-(1,1-difluoroethyl)pyridin-3-yl)-6-(pyrazolo[1,5-a]pyrazine-3-carbonyl)-4,5,6,7-tetrahydrothieno[2,3-c]pyridine-3-carboxamide